methoxyphenyl-but-2-ene-1,4-dione COC(C(=O)C1=CC=CC=C1)=CC=O